NC1=CC(=C(C(=O)NC(C(=O)O)CCOC2CC(C2)CCC2=NC=3NCCCC3C=C2)C(=C1)Cl)Cl 2-[(4-amino-2,6-dichloro-benzoyl)amino]-4-[3-[2-(5,6,7,8-tetrahydro-1,8-naphthyridin-2-yl)ethyl]cyclobutoxy]butanoic acid